(1s,3s)-3-Methyl-3-((6-(2-methylthiazol-5-yl)pyrazolo[1,5-a]pyrazin-4-yl)oxy)cyclobutan-1-amine hydrochloride Cl.CC1(CC(C1)N)OC=1C=2N(C=C(N1)C1=CN=C(S1)C)N=CC2